CC(CCCOC1C(N(CC1)N1S(C2=CC=CC(NCCCC3CC(N(C4=NC=CC=C4C1=O)C3)(C)C)=N2)(=O)=O)=O)(C)C 3-[(4,4-dimethylpentyl)oxyl-2-oxopyrrolidin-1-yl]-12,12-dimethyl-2λ6-thia-3,9,11,18,23-pentaazatetracyclo[17.3.1.111,14.05,10]tetracosa-1(22),5,7,9,19(23),20-hexaene-2,2,4-trione